C(C)C=1NC=C(C1)CC(C)(C)C 2-ethyl-4-neopentylpyrrole